(2S)-4-[3-[4-[(2,6-dioxo-3-piperidyl)amino]phenyl]propyl]piperazine-2-carboxylic acid O=C1NC(CCC1NC1=CC=C(C=C1)CCCN1C[C@H](NCC1)C(=O)O)=O